2-(4-chlorophenyl)-1-(2,4-dihydroxyphenyl)ethan-1-one methyl-(S)-1-((S)-3-(3-bromo-5-(difluoromethyl)phenyl)-2-((tert-butoxycarbonyl)amino)propanoyl)hexahydropyridazine-3-carboxylate COC(=O)[C@H]1NN(CCC1)C([C@H](CC1=CC(=CC(=C1)C(F)F)Br)NC(=O)OC(C)(C)C)=O.ClC1=CC=C(C=C1)CC(=O)C1=C(C=C(C=C1)O)O